C(#N)C(CO)(C)N1CC=C(C=C1)NC(CC1=C(C=CC(=C1)F)O)=O N-(1-Cyano-2-hydroxy-1-methylethyl)-4-[[2-(5-fluoro-2-hydroxyphenyl)acetyl]amino]pyridin